FC1(C(N(C1)C(=O)OC(C)(C)C)CO)F tert-butyl 3,3-difluoro-2-(hydroxymethyl)azetidine-1-carboxylate